2-(4-(2-(4-chloro-2-fluorophenyl)-2-methylbenzo[d][1,3]dioxol-4-yl)-2,6-difluorobenzyl)-1-(((S)-oxetan-2-yl)methyl)-1H-benzo[d]imidazole-6-carboxylic acid ClC1=CC(=C(C=C1)C1(OC2=C(O1)C=CC=C2C2=CC(=C(CC1=NC3=C(N1C[C@H]1OCC1)C=C(C=C3)C(=O)O)C(=C2)F)F)C)F